methyl (S)-4-(1-(5-(4-(1,1-difluoroethyl)phenoxy)-3-(difluoromethyl)-1-methyl-1H-pyrazole-4-carboxamido)ethyl)benzoate FC(C)(F)C1=CC=C(OC2=C(C(=NN2C)C(F)F)C(=O)N[C@@H](C)C2=CC=C(C(=O)OC)C=C2)C=C1